2-amino-N-{(1S,2S)-2-[(4-{(1S)-1-[4-(2-hydroxyethyl)piperazin-1-yl]-2,3-dihydro-1H-inden-5-yl}phenyl)methoxy]cyclopentyl}-5-(trifluoromethyl)pyridine-3-carboxamide NC1=NC=C(C=C1C(=O)N[C@@H]1[C@H](CCC1)OCC1=CC=C(C=C1)C=1C=C2CC[C@@H](C2=CC1)N1CCN(CC1)CCO)C(F)(F)F